CN1CC2N(C(C1)C2)C=2C=CC=1C3(C4=CC=C(C=C4OC1C2)N2C1CN(CC2C1)C)OC(C1=CC=C(C=C13)C(=O)N)=O 3',6'-bis(3-methyl-3,6-diazabicyclo[3.1.1]hept-6-yl)-3-oxo-3H-spiro[isobenzofuran-1,9'-xanthene]-6-carboxamide